BrC1=NOC(=C1)CO (3-bromoisoxazol-5-yl)methanol